(S)-4-aminotetrahydrofuran hydrochloride Cl.N[C@H]1CCOC1